Methyl (S)-3-((tert-butyldimethylsilyl) oxy)-2-methylpropionate [Si](C)(C)(C(C)(C)C)OC[C@@H](C(=O)OC)C